5-Ethynyl-2-{[3-(hydroxymethyl)-4-(4-methylpiperazin-1-yl)phenyl]amino}-8-phenylpyrido[2,3-d]pyrimidin-7-one C(#C)C1=CC(N(C=2N=C(N=CC21)NC2=CC(=C(C=C2)N2CCN(CC2)C)CO)C2=CC=CC=C2)=O